NC1=CC=C(C=C1)CC1=CC(=C(C=C1)N)OC 4-((4-aminophenyl)methyl)-2-methoxybenzenamine